(3-(3-(2,3-dichloropyridin-4-yl)-1H-pyrazolo[3,4-b]pyrazin-6-yl)-7-(5-methylisoxazol-3-yl)-3-azabicyclo[4.1.0]heptan-7-yl)methanamine ClC1=NC=CC(=C1Cl)C1=NNC2=NC(=CN=C21)N2CC1C(C1CC2)(C2=NOC(=C2)C)CN